methyl 4-amino-1-methylpyrrole-2-carboxylate NC=1C=C(N(C1)C)C(=O)OC